tert-butyl (R)-3-((1-((3-amino-5-fluorobenzyl) oxy) propan-2-yl) carbamoyl)-5-chloro-6,7-dihydro-8H-pyrazolo[1,5-a]pyrrolo[3,2-e]pyrimidine-8-carboxylate NC=1C=C(COC[C@@H](C)NC(=O)C=2C=NN3C2N=C(C2=C3N(CC2)C(=O)OC(C)(C)C)Cl)C=C(C1)F